O=C(C(=O)OCCCC)C=1OC=CC1 butyl α-oxo-2-furanylacetate